CN1C[C@@H](N2C3=C(N=C(N=C13)NCC=1C=NN(C1)CC=1C=NC(=CC1)C(F)(F)F)C=C2)C (S)-4,6-Dimethyl-N-((1-((6-(trifluoromethyl)pyridin-3-yl)methyl)-1H-pyrazol-4-yl)methyl)-5,6-Dihydro-4H-pyrrolo[3,2,1-de]pteridine-2-amine